BrC1N(C(C2=CC(=CC=C2C1)C)=O)C bromo-2,7-dimethyl-3,4-dihydroisoquinolin-1-one